FC(C)(F)C=1C(=C(C=CC1)\C(\C)=N\S(=O)C(C)(C)C)F N-[(1E)-1-[3-(1,1-difluoroethyl)-2-fluorophenyl]ethylidene]-2-methylpropane-2-sulfinamide